2-(4-(6-((4-cyano-2-fluorobenzyl)oxy)pyridin-2-yl)phenyl)acetic acid C(#N)C1=CC(=C(COC2=CC=CC(=N2)C2=CC=C(C=C2)CC(=O)O)C=C1)F